N-((1r,4r)-4-(difluoromethoxy)cyclohexyl)-2-(1-methyl-7-oxo-3-((6-(trifluoromethyl)pyridin-3-yl)amino)-1,7-dihydro-6H-pyrazolo[4,3-d]pyrimidin-6-yl)acetamide FC(OC1CCC(CC1)NC(CN1C=NC2=C(C1=O)N(N=C2NC=2C=NC(=CC2)C(F)(F)F)C)=O)F